C(C1=CC=CC=C1)NC(OC1=CC(=CC=C1)C=1C=NC=C(C1)C=1NC=CC1)=O 3-(5-(1H-pyrrol-2-yl)pyridin-3-yl)phenyl benzylcarbamate